[Eu].[Ni].[Sb].[Sn].NCCNCCCCO[Si](OC)(OC)C 3-(2-aminoethyl)aminopropyl-methyltrimethoxysilane tin antimony nickel europium